ClC=1C(=NC(=NC1)N1C(CC(C1)F)CO)NC1=CC=2C3=C(C(N(C2C=C1)C)=O)OCC([C@@H](N3)C3CC3)(F)F (2S)-10-((5-Chloro-2-(4-fluoro-2-(hydroxymethyl)pyrrolidin-1-yl)pyrimidin-4-yl)amino)-2-cyclopropyl-3,3-difluoro-7-methyl-1,2,3,4-tetrahydro-[1,4]oxazepino[2,3-c]chinolin-6(7H)-on